1-benzyl-(3-hydroxy-1H-pyrazolyl)-2,3-dihydro-1H-benzazepine-3-Carboxylic acid methyl ester COC(=O)C1C(N(C2=C(C=C1)C=CC=C2)CC2=CC=CC=C2)N2N=C(C=C2)O